Ethyl 7-chloro-5-(4,4,5,5-tetramethyl-1,3,2-dioxaborolan-2-yl)pyrrolo[1,2-c]pyrimidine-3-carboxylate ClC1=CC(=C2N1C=NC(=C2)C(=O)OCC)B2OC(C(O2)(C)C)(C)C